1-(2-aminoethyl)-3-(8-((2,6-dimethylbenzyl)amino)-2,3-dimethylimidazo[1,2-a]pyridin-6-yl)-1-methylurea hydrochloride Cl.NCCN(C(=O)NC=1C=C(C=2N(C1)C(=C(N2)C)C)NCC2=C(C=CC=C2C)C)C